NC1=C(SC2=NC(=CC(=C21)C)C)C(=O)NC2CC=1C=CC(=NC1CC2)N2CC1(CCN1)C(C2)OC 3-amino-N-(2-{8-methoxy-1,6-diazaspiro[3.4]octan-6-yl}-5,6,7,8-tetrahydroquinolin-6-yl)-4,6-dimethylthieno[2,3-b]pyridine-2-carboxamide